(S)-N-(7-((3-ethyloxetan-3-yl)methoxy)-5-methyl-4-oxo-2,3,4,5-tetrahydrobenzo[b][1,4]oxazepin-3-yl)-4-(3-fluorobenzyl)-1H-pyrazole-1-carboxamide C(C)C1(COC1)COC1=CC2=C(OC[C@@H](C(N2C)=O)NC(=O)N2N=CC(=C2)CC2=CC(=CC=C2)F)C=C1